N1(C=CC2=CC=CC=C12)S(=O)(=O)C1=CC=C(C=C1)NC=1C(C2=CC=CC=C2C(C1Cl)=O)=O ((4-((1H-indol-1-yl)sulfonyl)phenyl)amino)-3-chloronaphthalene-1,4-dione